BrC1=C(C=C(C(=O)N2CC=3N(C[C@H]2C)C(N(C3C(=O)NCC3=C(C=CC=C3)C3=NC=NC=C3)C3=CC=C(C=C3)OC[C@@H](C)O)=O)C=C1)C(F)(F)F |o1:12| (6R*)-7-[4-bromo-3-(trifluoromethyl)benzoyl]-2-{4-[(2R)-2-hydroxypropoxy]phenyl}-6-methyl-3-oxo-N-{[2-(pyrimidin-4-yl)phenyl]methyl}-5H,6H,8H-imidazo[1,5-a]pyrazine-1-carboxamide